(2R,4R)-4-hydroxy-2-(methoxymethyl)pyrrolidine-1-carboxylic acid tert-butyl ester C(C)(C)(C)OC(=O)N1[C@H](C[C@H](C1)O)COC